N[C@@H](CCC(=O)[O-])C(=O)[O-].[Zn+2] zinc glutamate salt